C(CCC)SSCCCC.[Zn] zinc di-n-butyl disulfide